NC=1N(NN=C(C1)CC1=CC=CC=C1)C 4-amino-3-methyl-6-benzyl-1,2,3-triazine